N-(3-aminopropyl)-2,5-dimethylpiperazine NCCCN1C(CNC(C1)C)C